2-(difluoromethyl)-4-fluoro-6-nitrobenzonitrile FC(C1=C(C#N)C(=CC(=C1)F)[N+](=O)[O-])F